2-(2-chlorophenyl)-N-{4-[4-(morpholin-4-yl)-1,3-thiazol-2-yl]-3-sulfamoylphenyl}acetamide ClC1=C(C=CC=C1)CC(=O)NC1=CC(=C(C=C1)C=1SC=C(N1)N1CCOCC1)S(N)(=O)=O